C/C(=C/NC(=O)N)/C(=O)OO The molecule is the peracid of (Z)-2-methylureidoacrylic acid where the acidic -OH group has been replaced by an -OOH group. It is a peroxy acid and a member of ureas. It derives from a methacrylic acid.